tri(4-formylphenyl)benzene Ethyl-4H-furo[3,2-b]pyrrole-5-carboxylate C(C)OC(=O)C1=CC2=C(N1)C=CO2.C(=O)C2=CC=C(C=C2)C=2C(=C(C=CC2)C2=CC=C(C=C2)C=O)C2=CC=C(C=C2)C=O